The molecule is a 1,2-diacyl-sn-glycero-3-phosphocholine in which the acyl groups at positions 1 and 2 are specified as hexadecanoyl and (5Z,8Z,10E,12S,14Z)-12-hydroxyicosatetraenoyl respectively. It has a role as a mouse metabolite. It derives from a hexadecanoic acid. CCCCCCCCCCCCCCCC(=O)OC[C@H](COP(=O)([O-])OCC[N+](C)(C)C)OC(=O)CCC/C=C\\C/C=C\\C=C\\[C@H](C/C=C\\CCCCC)O